CS(=O)(=O)OC[C@H]1N(C[C@@H](C1)OC1=CC=C(C=C1)C(F)(F)F)C(=O)OC(C)(C)C tert-butyl (2S,4R)-2-(((methylsulfonyl)oxy)methyl)-4-(4-(trifluoromethyl)phenoxy)pyrrolidine-1-carboxylate